quinolin-8-yl {3-chloro-4-[(dimethylamino)methyl]phenyl}(3-cyanophenyl)borinate ClC=1C=C(C=CC1CN(C)C)B(OC=1C=CC=C2C=CC=NC12)C1=CC(=CC=C1)C#N